tert-butyl ((3S,5R)-5-methylpyrrolidin-3-yl)carbamate C[C@@H]1C[C@@H](CN1)NC(OC(C)(C)C)=O